N[C@H]1CC2(CN(C2)C(=O)C2COC2)CC1 (R)-(6-amino-2-azaspiro[3.4]octan-2-yl)(oxetan-3-yl)methanone